COC(=O)C1N(CCC(C1)=NOC)C(=O)C1=CC=C(C=C1)C1=C(C(=CC=C1)C#N)C methyl-1-(3'-cyano-2'-methyl-[1,1'-biphenyl]-4-carbonyl)-4-(methoxyimino)piperidine-2-carboxylate